Triethyliodo-silane C(C)[Si](I)(CC)CC